tris(chloropropyl)phosphate ClCCCOP(=O)(OCCCCl)OCCCCl